(4-methoxyphenyl)-1-(4-chlorophenyl)-3-difluoromethyl-1H-pyrazole-4-carbonitrile COC1=CC=C(C=C1)C1=C(C(=NN1C1=CC=C(C=C1)Cl)C(F)F)C#N